C(C)(=O)OCC(=C(COC(C)=O)Br)Br 2,3-dibromobut-2-ene-1,4-diyl diacetate